2-(4-(1-butoxyethoxy)pent-2-en-1-yl)cyclopentan-1-one C(CCC)OC(C)OC(C=CCC1C(CCC1)=O)C